2-(3,6-dihydro-2H-pyran-4-yl)-5-methyl-8-oxo-4,5,6,8-tetrahydrospiro[cyclopenta[d][1,2,4]triazolo[1,5-a]pyrimidine-7,4'-piperidine]-1'-carboxylate O1CCC(=CC1)C1=NN2C(NC3=C(C2=O)C2(CCN(CC2)C(=O)[O-])CC3C)=N1